5-ethynyl-N,N-dimethylpyridin-3-amine C(#C)C=1C=C(C=NC1)N(C)C